N-(4b-hydroxy-7-isopropyl-4-nitro-10-oxo-4b,10-dihydro-9bH-indeno[1,2-b]benzofuran-9b-yl)-3,5-dimethyl-4-sulfamoyl-1H-pyrrole-2-carboxamide OC12OC3=C(C1(C(C1=CC=CC(=C12)[N+](=O)[O-])=O)NC(=O)C=1NC(=C(C1C)S(N)(=O)=O)C)C=CC(=C3)C(C)C